2-Hydroxyethyl 4-(hydroxymethylcarbamoyl)-6-[[4-[(E)-3-(4-hydroxyphenyl)prop-2-enoyl]phenyl]carbamoyl]-2-methyloctanoate OCNC(=O)C(CC(C(=O)OCCO)C)CC(CC)C(NC1=CC=C(C=C1)C(\C=C\C1=CC=C(C=C1)O)=O)=O